(6R)-12,12-dimethyl-6,15-bis(trifluoromethyl)-19-oxa-3,4,13,18-tetrazatricyclo[12.3.1.12,5]nonadeca-1(18),2,4,14,16-pentaene-6,17-diol CC1(CCCCC[C@](C2=NN=C(C=3C(=CC(=C(N1)N3)C(F)(F)F)O)O2)(O)C(F)(F)F)C